C1(=CC(=CC=C1)C[C@@H]1N(CC[C@@H]1NS(=O)(=O)CF)C(=O)C1CCC1)C1=CC=CC=C1 N-((2S,3S)-2-(biphenyl-3-ylmethyl)-1-(cyclobutylcarbonyl)pyrrolidin-3-yl)-1-fluoromethanesulfonamide